NC1=C2C(=NC=N1)N(N=C2C2=CC=C(C=C2)OC2=CC=CC=C2)C2CCN(CC2)CCOCCN2CCN(CC2)C=2C=C1C(N(C(C1=CC2)=O)C2C(NC(CC2)=O)=O)=O 5-(4-(2-(2-(4-(4-amino-3-(4-phenoxyphenyl)-1H-pyrazolo[3,4-d]pyrimidin-1-yl)piperidin-1-yl)ethoxy)ethyl)piperazin-1-yl)-2-(2,6-dioxopiperidin-3-yl)isoindoline-1,3-dione